FC(C1=CC=C(CCOC=2C=C3C(=CNC3=CC2)NC(OCC(Cl)(Cl)Cl)=O)C=C1)(F)F 2,2,2-trichloroethyl (5-(4-(trifluoromethyl)phenethoxy)-1H-indol-3-yl)carbamate